diethyl-3,6-dibromocarbazole propyl-phosphonate C(CC)P(O)(O)=O.C(C)C1=C(C=2NC3=CC=C(C=C3C2C=C1Br)Br)CC